CC(/C=C/C=1SC2=C(N1)C=CC=C2)C 2-[(1E)-3-methyl-1-buten-1-yl]-1,3-benzothiazole